1-(2-hydroxy-4-isobutoxy-phenyl)-3-(2-pyridinyl)propan-1-one OC1=C(C=CC(=C1)OCC(C)C)C(CCC1=NC=CC=C1)=O